2'-Hydroxy-6'-nitrochalcone OC1=C(C(/C=C/C2=CC=CC=C2)=O)C(=CC=C1)[N+](=O)[O-]